BrCCCCCCCC\C=C/C\C=C/CCCCC 18-bromo-octadeca-(6z,9z)-diene